C(C)(C)(C)OC(=O)N1C[C@H](CC1)CN (R)-3-(aminomethyl)pyrrolidine-1-carboxylic acid tert-butyl ester